O(C1=CC=CC=C1)C1=CC=C(C=C1)N1CCNCC1 1-(4-phenoxyphenyl)piperazine